3-[(3-chloro-2-methoxyphenyl)amino]-7-(2-methoxyethyl)-1-methyl-2-(pyrimidin-4-yl)-5H,6H,7H-pyrrolo[3,2-c]pyridin-4-one ClC=1C(=C(C=CC1)NC1=C(N(C2=C1C(NCC2CCOC)=O)C)C2=NC=NC=C2)OC